C1(CC1)NC(O[C@@H]1CC[C@H](CC1)C(N(C[C@@H]1CC[C@H](CC1)C1=NC(=C(C=C1)OC)C)C1=NC=CC(=C1)C=1C=NN(C1)C(C)C)=O)=O trans-4-((4-(1-Iso-propyl-1H-pyrazol-4-yl)pyridin-2-yl)-((trans-4-(5-meth-oxy-6-methylpyridin-2-yl)cyclohexyl)-methyl)carbamoyl)-cyclohexyl cyclopropylcarbamate